2-[Methyl-(tetrahydro-pyran-4-sulfonyl)-amino]-5-oxo-5H-thieno[3,2-b]pyran-6-carboxylic acid CN(C1=CC=2OC(C(=CC2S1)C(=O)O)=O)S(=O)(=O)C1CCOCC1